C(C)C(C(=O)O)(CCC([N+](=O)[O-])([N+](=O)[O-])[N+](=O)[O-])CC diethyl-trinitrovaleric acid